C(C)N(CC)CCC[Si](OC)(OC)C N,N-diethyl-aminopropyl-methyl-dimethoxysilane